(1-((1-methylpiperidin-4-yl)methyl)-1H-pyrazol-4-yl)methylamine CN1CCC(CC1)CN1N=CC(=C1)CN